N[C@H](C(=O)O)CC[S@@](=O)(=N)CC[C@](C(F)(F)F)(C)O (S)-2-amino-4-((s,3s)-4,4,4-trifluoro-3-hydroxy-3-methylbutylsulfonimidoyl)butanoic acid